C1=CN(C(=O)NC1=O)[C@]2([C@@H]([C@@H]([C@H](O2)CO)O)O)I iodouridine